1,3-dimethylpyrimidine-2,4,6(1h,3h,5h)-trione CN1C(N(C(CC1=O)=O)C)=O